COC(C(=O)[O-])C(=O)[O-] (R)-methoxymalonate